3-[[2-(trifluoromethyl)phenyl]methoxy]-2-thiophenecarboxamide FC(C1=C(C=CC=C1)COC1=C(SC=C1)C(=O)N)(F)F